Copper German Silver [Ag].[GeH4].[Cu]